C(CCC)N1N=NN=C1N1CCC(CC1)NC(C1=CC=C(C=C1)C1=NC=CC2=C1C=CO2)=O N-[1-(1-butyl-1H-tetrazol-5-yl)piperidin-4-yl]-4-(furo[3,2-c]pyridin-4-yl)benzamide